5-(benzyloxy)-2-methyl-N-(8-methyl-8-azabicyclo[3.2.1]octan-3-yl)benzofuran-3-carboxamide C(C1=CC=CC=C1)OC=1C=CC2=C(C(=C(O2)C)C(=O)NC2CC3CCC(C2)N3C)C1